CN1N=CC(=C1)C1=NC(=CC2=C1N=CN(C2=O)C[C@H](C(F)(F)F)O)C=2C=NC(=CC2)C(F)(F)F (R)-8-(1-methyl-1H-pyrazol-4-yl)-3-(3,3,3-trifluoro-2-hydroxypropyl)-6-(6-(trifluoromethyl)pyridin-3-yl)pyrido[3,4-d]pyrimidin-4(3H)-one